COC=1C=NC(=NC1)C1=CC=C2C(NC=NC2=C1)=O 7-(5-methoxypyrimidin-2-yl)-4-oxo-3,4-dihydroquinazolin